1-cyclopropyl-2-oxo-1,2-dihydropyridine-3-carboxylic acid methyl ester COC(=O)C=1C(N(C=CC1)C1CC1)=O